2-amino-N-((phenyl-d5)methyl-d2)propionamide platinum-iron-nickel hydroxide [Ni](O)O.[Fe].[Pt].NC(C(=O)NC([2H])([2H])C1=C(C(=C(C(=C1[2H])[2H])[2H])[2H])[2H])C